N12CCN(C(CC1)C2)C2=CC=C(N=N2)OC2=NC(=CC(=C2)CN2CCC(CC2)CC(=O)O)C2=CC(=CC(=C2)Cl)Cl 2-(1-((2-((6-(1,4-diazabicyclo[3.2.1]octan-4-yl)pyridazin-3-yl)oxy)-6-(3,5-dichlorophenyl)pyridin-4-yl)methyl)piperidin-4-yl)acetic acid